7-(2-methylimidazol-1-yl)-1H-indole CC=1N(C=CN1)C=1C=CC=C2C=CNC12